[Si](C1=CC=CC=C1)(C1=CC=CC=C1)(C(C)(C)C)O[C@H](CC(C(C)C)=O)CN(C)CCOC (R)-5-((tert-butyldiphenylsilyl)oxy)-6-((2-methoxyethyl)(methyl)amino)-2-methylhexan-3-one